FC1=CC(=C(OC=2N=NC(=CC2C(=O)NC2=CC(=CC=C2)[S@](=O)(=N)C)C(F)(F)F)C=C1)C (S)-3-(4-fluoro-2-methylphenoxy)-N-(3-(S-methylsulfonimidoyl)phenyl)-6-(trifluoromethyl)pyridazine-4-carboxamide